butyl 6-(((methylsulfonyl)oxy)methyl)-6,7-dihydropyrazolo[1,5-a]pyrimidine-4(5H)-carboxylate CS(=O)(=O)OCC1CN(C=2N(C1)N=CC2)C(=O)OCCCC